S1C(=NC2=C1C=CC=C2)NC2=C(C(=C(N=N2)NC=2SC=C(N2)C(=O)O)CO)C 2-({6-[(1,3-Benzothiazol-2-yl)amino]-4-(hydroxymethyl)-5-methylpyridazin-3-yl}amino)-1,3-thiazole-4-carboxylic acid